(1,4-Dioxacyclohexan-2-yl)(4-((trimethylsilyl)ethynyl)-3,6-dihydropyridin-1(2H)-yl)methanone O1C(COCC1)C(=O)N1CCC(=CC1)C#C[Si](C)(C)C